N-(7-(6-((1R,2R)-1,2-dihydroxypropyl)-4-methylpyridin-3-yl)-2,6-naphthyridin-3-yl)cyclopropanecarboxamide O[C@@H]([C@@H](C)O)C1=CC(=C(C=N1)C1=NC=C2C=C(N=CC2=C1)NC(=O)C1CC1)C